C(N)(=O)C=1C=C(C(=C(OCC#CC2CCN(CC2)C(=O)OC(C)(C)C)C1)NC\C=C\CNC1=NC=C(C=C1[N+](=O)[O-])C(N)=O)[N+](=O)[O-] tert-butyl (E)-4-(3-(5-carbamoyl-2-((4-((5-carbamoyl-3-nitropyridin-2-yl)amino)but-2-en-1-yl)amino)-3-nitrophenoxy)prop-1-yn-1-yl)piperidine-1-carboxylate